1-(3,5-Ditrifluoromethylphenyl)thiourea FC(C=1C=C(C=C(C1)C(F)(F)F)NC(=S)N)(F)F